COC1=C(SC=C1)CN1CC(CC1)(C1OCCC1)CCC1=CC=CC=C1 1-((3-methoxythiophen-2-yl)methyl)-3-phenethyl-3-(tetrahydrofuran-2-yl)pyrrolidine